ClC=1C=C2C(=NC(=NC2=C(C1C1=C2C=NNC2=CC=C1C)F)NC1CN(CC1)CC(F)(F)F)N1CCN(CC1)C(C=C)=O 1-(4-(6-chloro-8-fluoro-7-(5-methyl-1H-indazol-4-yl)-2-(1-(2,2,2-trifluoroethyl)pyrrolidin-3-ylamino)quinazolin-4-yl)piperazin-1-yl)prop-2-en-1-one